C1(CCCCC1)C(=O)OC(=O)N1CCCC1 pyrrolidin-1-ylcarbonyl cyclohexanecarboxylate